[N+](=O)([O-])[O-].[Sn+2].[N+](=O)([O-])[O-] tin (II) nitrate